FC1=CC=C(C=C1)[C@@H]1OCCN(C1)C=1N(C(C=C(N1)C1=NC=NC=C1)=O)C (S)-2-(2-(4-fluorophenyl)morpholino)-1-methyl-[4,4'-bipyrimidin]-6(1H)-one